(R)-1-(4-(2-((1-((3-(3-Methoxypyrrolidin-1-yl)propyl)sulfonyl)piperidin-4-yl)amino)-5-(trifluoromethyl)pyrimidin-4-yl)-1H-pyrazol-1-yl)-2-methylpropan-2-ol CO[C@H]1CN(CC1)CCCS(=O)(=O)N1CCC(CC1)NC1=NC=C(C(=N1)C=1C=NN(C1)CC(C)(O)C)C(F)(F)F